ClC=1C=C(C(=O)C2=CC=C(C=C2)SC2=CC=C(C=C2)[S+](C2=CC=C(C=C2)F)C2=CC=C(C=C2)F)C=CC1 4-[4-(3-chlorobenzoyl)phenylthio]phenyl-bis(4-fluorophenyl)sulfonium